N1C(=NC2=C1C=CC=C2)CNC2=NC(=NC=1N2N=CC1Br)N1C[C@H](O[C@H](C1)C)C N-[(1H-benzimidazol-2-yl)methyl]-8-bromo-2-[(2R,6S)-2,6-dimethylmorpholin-4-yl]pyrazolo[1,5-a][1,3,5]triazin-4-amine